(S)-quinuclidin-3-yl((R)-6-fluoro-5-(2-fluoro-4-methoxyphenyl)-2,2-dimethyl-2,3-dihydro-1H-inden-1-yl)carbamate N12C[C@H](C(CC1)CC2)OC(N[C@@H]2C(CC1=CC(=C(C=C21)F)C2=C(C=C(C=C2)OC)F)(C)C)=O